3-[5-(4-chlorophenyl)-1,3,4-oxadiazol-2-yl]bicyclo[1.1.1]pentan-1-amine ClC1=CC=C(C=C1)C1=NN=C(O1)C12CC(C1)(C2)N